(R)-2-((((9H-fluoren-9-yl)methoxy)carbonyl)amino)-3-(6-methyl-1H-indol-3-yl)propanoic acid C1=CC=CC=2C3=CC=CC=C3C(C12)COC(=O)N[C@@H](C(=O)O)CC1=CNC2=CC(=CC=C12)C